4-chloro-2-(trifluoromethyl)benzene ClC1=CC(=CC=C1)C(F)(F)F